C(C)(C)(C)OC(=O)N1CC2(C1)CC(C2)C=2C=NC(=NC2)C(F)(F)F 6-[2-(trifluoromethyl)pyrimidin-5-yl]-2-azaspiro[3.3]heptane-2-carboxylic acid tert-butyl ester